ethyl 2-ethyl-6-[(4R)-4-isopropyl-2-oxo-1,3-oxazolidin-3-yl]pyridine-4-carboxylate C(C)C1=NC(=CC(=C1)C(=O)OCC)N1C(OC[C@H]1C(C)C)=O